FC=1C=C(COC2=C(C=CC=C2)C2N(OCC2)C2=CC(=NC=N2)NC=2C(=CC(=C(C2)NC(C=C)=O)N2CCN(CC2)C)OC)C=CC1 N-(5-((6-(3-(2-((3-fluorobenzyl)-oxy)phenyl)isoxazolidin-2-yl)pyrimidin-4-yl)amino)-4-methoxy-2-(4-methylpiperazin-1-yl)phenyl)-acrylamide